C(C)(C)(C)SC1=CC=C(NC=2C(=NC(=C(N2)NC)C=2C3=C(C=NC2)N(C=N3)C)C(=O)OC)C=C1 methyl 3-(4-tert-butylsulfanylanilino)-5-(methylamino)-6-(3-methylimidazo[4,5-c]pyridin-7-yl)pyrazine-2-carboxylate